N1CC(C1)C(=O)N1CCC(=CC1)C=1C=NC2=CC=C(C=C2C1)C=1N=CNC1C1=NC(=CC=C1)C azetidin-3-yl-[4-[6-[5-(6-methyl-2-pyridyl)-1H-imidazol-4-yl]-3-quinolyl]-3,6-dihydro-2H-pyridin-1-yl]methanone